NCC1(CCCCC1)CC(=O)OC1=C2C(=CNC2=CC=C1)C[C@@H]1N(CCC1)C([2H])([2H])[2H] (R)-3-((1-(methyl-d3)pyrrolidin-2-yl) methyl)-1H-indol-4-yl 2-(1-(aminomethyl) cyclohexyl)-acetate